C(CCCCCCCCC(=O)OC(CC)CC)(=O)OC(CC)CC di(1-ethylpropyl) sebacate